Indole-1,2-dicarboxylate N1(C(=CC2=CC=CC=C12)C(=O)[O-])C(=O)[O-]